F[C@@H]1CN(CC1)C=1OC2=C(N1)C=CC(=C2)N (S)-2-(3-fluoropyrrolidin-1-yl)benzo[d]oxazol-6-amine